CC=1C=C(N)C=CC1C=C 3-methyl-4-vinyl-aniline